6-{5-fluoro-2-[(oxacyclohex-4-yl)amino]pyrimidin-4-yl}-2-[2-oxo-2-(1,2,3,4-tetrahydroisoquinolin-2-yl)ethyl]-2,3-dihydro-1H-isoindol-1-one FC=1C(=NC(=NC1)NC1CCOCC1)C1=CC=C2CN(C(C2=C1)=O)CC(N1CC2=CC=CC=C2CC1)=O